2-chloro-6-(2-fluoroethoxy)-1,3-benzoxazole ClC=1OC2=C(N1)C=CC(=C2)OCCF